(3,5-dimethyl-1,2-oxazol-4-yl)boronic acid CC1=NOC(=C1B(O)O)C